[Na+].[PH2]([O-])=O phosphinate sodium salt